(S)-3-methoxy-N-(6-(5-methyl-6,7-dihydro-5H-pyrrolo[2,1-c][1,2,4]triazol-3-yl)pyridin-2-yl)-1-(6-(trifluoromethyl)pyridin-3-yl)-1H-pyrazole-4-carboxamide COC1=NN(C=C1C(=O)NC1=NC(=CC=C1)C=1N2C(=NN1)CC[C@@H]2C)C=2C=NC(=CC2)C(F)(F)F